S1C=C(C=C1)C1=CC=C(C=N1)SC=1C=C(C(=CC1)N)N 4-((6-(thiophen-3-yl)pyridin-3-yl)thio)benzene-1,2-diamine